CC1=C(C(=C(C1(C(C)C)[Sn]C1(C(=C(C(=C1C)C)C)C)C(C)C)C)C)C bis(tetramethyl-isopropylcyclopentadienyl)tin